CN1N=CC=2C1=NC(=NC2NC2CC1(CC1)C2)NC[C@@H](C2=CC=CC=C2)N 1-methyl-N6-[(2R)-2-amino-2-phenyl-ethyl]-N4-spiro[2.3]hexan-5-yl-pyrazolo[3,4-d]pyrimidine-4,6-diamine